NC1=NC=NC=2N(C3=CC(=CC=C3C21)C)CC(=O)N2C1CC1CC2C(=O)NC2=NC(=CC=C2)Br 2-(2-(4-amino-7-methyl-9H-pyrimido[4,5-b]indol-9-yl)acetyl)-N-(6-bromopyridin-2-yl)-2-azabicyclo[3.1.0]hexane-3-carboxamide